FC=1C(=NC=C(C1)F)CNC(=O)C1=CN=C(S1)N1CCC(CC1)N1C[C@@H](CCC1)COCC(F)(F)F |r| rac-N-[(3,5-Difluoropyridin-2-yl)methyl]-2-{3-[(2,2,2-trifluoroethoxy)methyl][1,4'-bipiperidin]-1'-yl}-1,3-thiazole-5-carboxamide